tert-butyl N-[(2S)-1-[5-chloro-3-(dimethylcarbamoyl)-7-[(furan-2-ylmethyl)amino] furo[3,2-b]pyridin-2-yl]propan-2-yl]carbamate ClC1=CC(=C2C(=N1)C(=C(O2)C[C@H](C)NC(OC(C)(C)C)=O)C(N(C)C)=O)NCC=2OC=CC2